(S)-7-(3-chloro-1-(thiophen-2-yl)propoxy)benzofuran ClCC[C@H](OC1=CC=CC=2C=COC21)C=2SC=CC2